D-biotinyl-ε-aminocaproic acid C1[C@H]2[C@@H]([C@@H](S1)CCCCC(=O)C(CCCCN)C(=O)O)NC(=O)N2